Glycine Formate C(=O)O.NCC(=O)O